(((R)-5,6,7,8-tetrahydroimidazo[1,5-a]pyridin-7-yl)methyl)-4-azaspiro[2.5]octane-7-carboxamide C=1N=CN2C1C[C@@H](CC2)CC2CC21NCCC(C1)C(=O)N